C(C)(C)(C)OC(=O)N[C@@H]1CC[C@H](CC1)NC=1C=2N(N=CC1C(N)=NC1=C(C=CC(=C1)F)Cl)C=C(C2)C2=C(C=C(OCC(=O)OC)C=C2)C methyl 2-[4-[4-[[trans-4-(tert-butoxycarbonylamino)cyclohexyl]amino]-3-[N'-(2-chloro-5-fluoro-phenyl)carbamimidoyl]pyrrolo[1,2-b]pyridazin-6-yl]-3-methyl-phenoxy]acetate